[Si](C)(C)(C(C)(C)C)OC1=CC=2N(C3=CC=CC=C3C2C=C1C=C1C(N(C(S1)=S)CC)=O)CCC ((2-((tert-butyldimethylsilyl)oxy)-9-propyl-9H-carbazol-3-yl)methylene)-3-ethyl-2-thioxothiazolidin-4-one